N1=CC(=CC2=CC=CC=C12)C1=CC(=NC=C1)N1CCC(CC1)CN (1-(4-(quinolin-3-yl)pyridin-2-yl)piperidin-4-yl)methylamine